4,5-dimethyl-2H-1,2,3-triazole CC1=NNN=C1C